FC=1C(=NC(=NC1)NC1=NC=C(C=C1)N1CCN(CC1)CC(F)(F)F)C=1C=C2C=CC=NC2=C(C1)F 5-Fluoro-4-(8-fluoroquinolin-6-yl)-N-(5-(4-(2,2,2-trifluoroethyl)piperazin-1-yl)pyridin-2-yl)pyrimidin-2-amine